(R)-N'-((3-(3-fluoropyridin-4-yl)bicyclo[4.2.0]octa-1(6),2,4-trien-2-yl)carbamoyl)-6,7-dihydro-5H-pyrazolo[5,1-b][1,3]oxazine-3-sulfonimidamide FC=1C=NC=CC1C1=C(C=2CCC2C=C1)NC(=O)N=[S@](=O)(N)C=1C=NN2C1OCCC2